C(C1=CC=CC=C1)OC1=CC=C(C(=O)N2C3N(C(CC2)=O)C(C(N(C3)CC(CC)C)=O)C)C=C1 1-(4-(benzyloxy)benzoyl)-6-methyl-8-(2-methylbutyl)hexahydro-4H-pyrazino[1,2-a]pyrimidine-4,7(6H)-dione